N1(CCC(CC1)C(=O)OCC1=CC=CC=C1)C(=O)OC(C)(C)C 4-benzyl 1-(tert-butyl) piperidine-1,4-dicarboxylate